(E)-4-(3-((tert-butyldimethylsilyl)oxy)prop-1-en-1-yl)-6-chloro-2-methyl-2H-indazol-5-amine [Si](C)(C)(C(C)(C)C)OC/C=C/C=1C2=CN(N=C2C=C(C1N)Cl)C